(S)-2-(6'-CHLORO-5-(HEX-5-EN-1-YL)-3',4,4',5-TETRAHYDRO-2H,2'H-SPIRO[BENZO[B][1,4]OXAZEPINE-3,1'-NAPHTHALEN]-7-YL)ACETONITRILE ClC=1C=C2CCC[C@]3(C2=CC1)CN(C1=C(OC3)C=CC(=C1)CC#N)CCCCC=C